thienopyridine nitrogen [N].S1C=CC2=C1C=CC=N2